COCCOC=1C=C2C(=NC=NC2=CC1OCCOC)OC1=C(C=C(C=C1)C1C=2N(CCC1)N(C(C2C(=O)N)=O)C2=CC=C(C=C2)F)C (4-((6,7-bis(2-methoxyethoxy)quinazolin-4-yl)oxy)-3-methylphenyl)-1-(4-fluorophenyl)-2-oxo-1,2,4,5,6,7-hexahydropyrazolo[1,5-a]pyridine-3-carboxamide